C(C)(C)(C)OC(=O)N1[C@@H]([C@H](C1)OC=1C=CC(=NC1)C(=O)O)C 5-(((2R,3S)-1-(tert-butoxycarbonyl)-2-methylazetidin-3-yl)oxy)picolinic acid